(E)-3-[8-(3,5-dimethoxyphenyl)-2,2-dimethyl-2H-chromen-6-yl]-N-(4-methoxyphenyl)acrylamide COC=1C=C(C=C(C1)OC)C=1C=C(C=C2C=CC(OC12)(C)C)/C=C/C(=O)NC1=CC=C(C=C1)OC